4-[5-(2-aminoethyl)pyrimidin-2-yl]-3-[[2-methyl-4-[[4-(trifluoromethyl)piperidin-1-yl]methyl]imidazol-1-yl]methyl]benzonitrile NCCC=1C=NC(=NC1)C1=C(C=C(C#N)C=C1)CN1C(=NC(=C1)CN1CCC(CC1)C(F)(F)F)C